7-methyl-1H-pyrrolo[3,2-b]pyridine CC1=C2C(=NC=C1)C=CN2